(2S)-1-(9H-fluoren-9-ylmethoxycarbonyl)-4-oxo-pyrrolidine-2-carboxylic acid C1=CC=CC=2C3=CC=CC=C3C(C12)COC(=O)N1[C@@H](CC(C1)=O)C(=O)O